5-(5-fluoro-2-oxo-2,3-dihydro-1H-benzo[d]imidazol-1-yl)-N-methylpyridinecarboxamide FC1=CC2=C(N(C(N2)=O)C=2C=CC(=NC2)C(=O)NC)C=C1